OC=1C=CC=2C3(C4=CC=C(C=C4OC2C1)O)OC(C1=CC=CC=C13)=O 3',6'-dihydroxy-3H-spiro[isobenzofuran-1,9'-xanthen]-3-one